Tert-butyl 4-((1-(4-(1-(2,6-dioxopiperidin-3-yl)-3-methyl-2-oxo-2,3-dihydro-1H-benzo[d]imidazol-5-yl)phenyl)piperidin-4-yl)methyl)piperazine-1-carboxylate O=C1NC(CCC1N1C(N(C2=C1C=CC(=C2)C2=CC=C(C=C2)N2CCC(CC2)CN2CCN(CC2)C(=O)OC(C)(C)C)C)=O)=O